5-((3-(2-(diisopropylamino)ethyl)-1H-indol-6-yl)oxy)-5-oxopentanoic acid C(C)(C)N(CCC1=CNC2=CC(=CC=C12)OC(CCCC(=O)O)=O)C(C)C